(1s,5r)-N-[6-(2-chloro-5-fluoro-phenyl)pyridazin-3-yl]-3-(tetrahydropyran-4-ylmethyl)-3-azabicyclo[3.1.0]hexane-6-amine ClC1=C(C=C(C=C1)F)C1=CC=C(N=N1)NC1[C@H]2CN(C[C@@H]12)CC1CCOCC1